ClC=1C(=C2C=NNC2=CC1C)C=1C(=NN(C1C)C1CC2(CN(C2)C(C=C)=O)C1)N1[C@@](CNCC1)(C)CC (S)-1-(6-(4-(5-chloro-6-methyl-1H-indazol-4-yl)-3-(2-ethyl-2-methylpiperazin-1-yl)-5-methyl-1H-pyrazol-1-yl)-2-azaspiro[3.3]heptan-2-yl)prop-2-en-1-one